C1(CC1)C(=O)OC1=NC=CC(=C1)Br 1-(4-bromopyridin-2-yl) cyclopropane-1-carboxylate